CO[C@@H]1CC[C@H](CC1)CCC12CCC(CC1)N2 4-(2-(trans-4-methoxycyclohexyl)ethyl)-7-azabicyclo[2.2.1]heptan